OC[C@@H](C)O[C@@H](CN1C(N(C(C2=C1SC(=C2C)C=2OC=CN2)=O)C(C(=O)O)(C)C)=O)C2=CC=CC=C2 2-[1-[(2R)-2-[[(2R)-1-hydroxypropan-2-yl]oxy]-2-phenylethyl]-5-methyl-6-(1,3-oxazol-2-yl)-2,4-dioxo-1H,2H,3H,4H-thieno[2,3-d]pyrimidin-3-yl]-2-methylpropionic acid